FC(C)(F)C1=NC(=CC(=N1)NC1=CC(=NC=C1C1=NC(=CN=C1)CCOC)NC(C)=O)C N-(4-((2-(1,1-difluoroethyl)-6-methylpyrimidin-4-yl)amino)-5-(6-(2-methoxyethyl)pyrazin-2-yl)pyridin-2-yl)acetamide